4-[(3S)-3-(benzyloxy)pent-4-en-1-yl]-1,4-diazacycloheptane-1-carboxylic acid tert-butyl ester C(C)(C)(C)OC(=O)N1CCN(CCC1)CC[C@@H](C=C)OCC1=CC=CC=C1